2-(3-bromophenyl)-4-(dibenzothiophene-3-yl)-6-phenyl-1,3,5-triazine BrC=1C=C(C=CC1)C1=NC(=NC(=N1)C=1C=CC2=C(SC3=C2C=CC=C3)C1)C1=CC=CC=C1